[N+](=O)([O-])C1=CC=C(C=C1)OC(=O)O[C@H]1C[C@H](CC1)C1=NNC(=C1)NC=1C=C2CCC(NC2=CC1)=O (1R,3S)-3-{5-[(2-oxo-1,2,3,4-tetrahydroquinolin-6-yl)amino]-1H-pyrazol-3-yl}cyclopentyl [(4-nitrophenyl)oxy]methanoate